N-(5-Cyanopyrimidin-2-yl)-2-{2'-ethyl-7'-oxo-6',7'-dihydro-5'H-spiro[cyclopropane-1,4'-thieno[2,3-c]pyridin]-6'-yl}acetamide C(#N)C=1C=NC(=NC1)NC(CN1C(C2=C(C3(C1)CC3)C=C(S2)CC)=O)=O